1-(5Z,8Z,11Z,14Z,17Z-eicosapentaenoyl)-2-(9Z-heptadecenoyl)-glycero-3-phosphocholine CCCCCCC/C=C\CCCCCCCC(=O)O[C@H](COC(=O)CCC/C=C\C/C=C\C/C=C\C/C=C\C/C=C\CC)COP(=O)([O-])OCC[N+](C)(C)C